N-(2-((4-bromobenzyl)oxy)-5-fluorobenzyl)-1-methylpiperidin-4-amine BrC1=CC=C(COC2=C(CNC3CCN(CC3)C)C=C(C=C2)F)C=C1